4-(1-aminoethyl)pyrimidin-2-amine NC(C)C1=NC(=NC=C1)N